OC(=O)CCCCCCCCC.C(CCCCCCCCC)(=O)OC methyl decanoate (caprate)